ClC1=CC=C(C=C1)NS(=O)(=O)C1=CC=C(C=C1)NS(=O)(=O)C1=CC(=C(C=C1)OC)Br N-(4-(N-(4-chlorophenyl)sulfamoyl)phenyl)-3-bromo-4-methoxybenzenesulfonamide